C(C)(C)N1CC2=CC=C(C=C2CC1)CC=1C(=NNC1)COC [(2-isopropyl-3,4-dihydro-1H-isoquinolin-6-yl)methyl]-3-(methoxymethyl)pyrazole